NC1=NC2=C(C3=CN=CC=C13)C=C(C=C2)C(=O)N(C2CCC1=NC(=CC=C12)C(F)(F)F)C=1C=NN(C1)C 5-amino-N-(1-methyl-1H-pyrazol-4-yl)-N-(2-(trifluoromethyl)-6,7-dihydro-5H-cyclopenta[b]pyridin-5-yl)benzo[c][2,6]naphthyridin-9-carboxamide